O1C=C(C=C1)C=1C=NN(C1)CCN 2-(4-(furan-3-yl)-1H-pyrazol-1-yl)ethan-1-amine